[C@@H]1([C@@H](O)[C@H](O)[C@H](O)[C@@H](O1)C)OCCNC(CN(CC(=O)O)CC(NCCO[C@H]1[C@@H](O)[C@H](O)[C@H](O)[C@@H](O1)C)=O)=O bis[2-({2-[(α-L-fucopyranosyl)oxy]ethyl}amino)-2-oxoethyl]glycine